(S)-N-((S)-1-(4-isobutylphenyl)ethyl)-2-methylpropane-2-sulfinamide C(C(C)C)C1=CC=C(C=C1)[C@H](C)N[S@@](=O)C(C)(C)C